(trans)-4-(3-methylpyridin-2-yloxy)cyclohexanecarboxylic acid CC=1C(=NC=CC1)O[C@@H]1CC[C@H](CC1)C(=O)O